CCCCC/C=C\C/C=C\C/C=C\C/C=C\CCCC(=O)NCCCl N-(2-chloroethyl)-5Z,8Z,11Z,14Z-eicosatetraenamide